N-(5-(2-(3,4-dihydro-2,6-naphthyridin-2(1H)-yl)acetamido)-2-methylpyridin-3-yl)-2-(1-methyl-1H-pyrazol-4-yl)pyrazolo[5,1-b]thiazole-7-carboxamide C1N(CCC2=CN=CC=C12)CC(=O)NC=1C=C(C(=NC1)C)NC(=O)C=1C=NN2C1SC(=C2)C=2C=NN(C2)C